ClCC(=O)C1=CC2=C(NC(N2)=O)C=C1 5-(2-chloroacetyl)-1H-benzo[d]imidazol-2(3H)-one